(4S,7R)-4-(3-hydroxyphenyl)-7-(2-methoxyphenyl)-2-methyl-5-oxo-1,4,5,6,7,8-hexahydroquinoline-3-carboxylic acid (3R,3aS,6aR)-hexahydrofuro[2,3-b]furan-3-yl ester O1C[C@@H]([C@H]2[C@@H]1OCC2)OC(=O)C2=C(NC=1C[C@H](CC(C1[C@@H]2C2=CC(=CC=C2)O)=O)C2=C(C=CC=C2)OC)C